(3R,4R)-4-((7-(4-(2,2-difluoroethyl)phenyl)-5-fluoropyrrolo[2,1-f][1,2,4]triazin-2-yl)amino)-1-(methylsulfonyl)piperidin-3-ol FC(CC1=CC=C(C=C1)C1=CC(=C2C=NC(=NN21)N[C@H]2[C@@H](CN(CC2)S(=O)(=O)C)O)F)F